N-(3,3-Difluorocyclobutyl)-5,6-dihydrobenzo[f]imidazo[1,5-d][1,4]oxazepine-10-carboxamide FC1(CC(C1)NC(=O)C=1C=CC2=C(C=3N(CCO2)C=NC3)C1)F